N-(4-chlorobenzo[d]isoxazol-3-yl)-4-(1H-pyrazol-1-yl)benzenesulfonamide ClC1=CC=CC2=C1C(=NO2)NS(=O)(=O)C2=CC=C(C=C2)N2N=CC=C2